5-((1S)-1-(7-chloro-1,1-dioxido-3,4-dihydro-2H-benzo[e][1,2]thiazin-2-yl)-2-(6-fluoro-2,3-dimethylphenyl)propyl)-1,3,4-oxadiazol-2(3H)-one ClC1=CC2=C(CCN(S2(=O)=O)[C@@H](C(C)C2=C(C(=CC=C2F)C)C)C2=NNC(O2)=O)C=C1